C(C)OC1=C(C=CC(=C1)C1=CC=NC=C1)C=1NC(C2=C(N1)NN=N2)=O 5-(2-ethoxy-4-(pyridin-4-yl)phenyl)-3,6-dihydro-7H-[1,2,3]triazolo[4,5-d]pyrimidin-7-one